CC1(OC[C@H](N1C(=O)OC(C)(C)C)[C@@H](CCCC=C)OC(C([2H])([2H])[2H])(C([2H])([2H])[2H])[2H])C tert-butyl (4S)-2,2-dimethyl-4-[(1R)-1-[1,2,2,2-tetradeuterio-1-(trideuteriomethyl)ethoxy]hex-5-enyl]oxazolidine-3-carboxylate